(R)-N-(2-(8-oxa-1-azaspiro[4.5]decan-4-yl)thieno[2,3-b]pyridin-4-yl)-6-fluorobenzo[d]thiazol-5-amine N1CC[C@H](C12CCOCC2)C2=CC=1C(=NC=CC1NC=1C(=CC3=C(N=CS3)C1)F)S2